N-octadecyl-N-tetradecyl-tolyl-ammonium C(CCCCCCCCCCCCCCCCC)[NH+](CCCCCCCCCCCCCC)C1=C(C=CC=C1)C